CC1=C(C=CC=C1)/C=C/C(C)=O (E)-4-(2-methylphenyl)but-3-en-2-one